2-hydroxy-6-[(1-{[(2R)-4-methylmorpholin-2-yl]acetyl}azetidin-3-yl)oxy]benzoic acid OC1=C(C(=O)O)C(=CC=C1)OC1CN(C1)C(C[C@@H]1CN(CCO1)C)=O